7-bromo-8-iodo-2-(4-methoxybenzyl)-1-oxo-1,2,3,4-tetrahydropyrrolo[1,2-a]pyrazine-6-carbaldehyde BrC=1C(=C2N(CCN(C2=O)CC2=CC=C(C=C2)OC)C1C=O)I